(S)-2-((4-((2-hydroxy-1-phenylethyl)amino)-5-(5-(pyridin-2-yl)-1,3,4-oxadiazol-2-yl)pyridin-2-yl)amino)-6,7-dihydro-5H-pyrrolo[3,4-d]pyrimidin-5-one OC[C@H](C1=CC=CC=C1)NC1=CC(=NC=C1C=1OC(=NN1)C1=NC=CC=C1)NC=1N=CC2=C(N1)CNC2=O